BrC=1C(=CC(=NC1)/N=C/N(C)C)F (E)-N'-(5-bromo-4-fluoropyridin-2-yl)-N,N-dimethylformimidamide